F[C@H]1CNCC[C@@H]1CN1CCC(CC1)C1=CC=C2C(=NN(C2=C1)C)C1C(NC(CC1)=O)=O 3-(6-(1-(((3R,4R)-3-fluoropiperidin-4-yl)methyl)piperidin-4-yl)-1-methyl-1H-indazol-3-yl)piperidine-2,6-dione